3-(bromomethyl)-6-chloro-2-cyclopropylpyridine-4-carboxylic acid methyl ester COC(=O)C1=C(C(=NC(=C1)Cl)C1CC1)CBr